(S)-9-(5-Fluoropyridin-2-ylmethyl)-2-((R)-3-methylmorpholin-4-yl)-8-trifluoromethyl-6,7,8,9-tetrahydro-pyrimido[1,2-a]-pyrimidin-4-one FC=1C=CC(=NC1)CN1[C@@H](CCN2C1=NC(=CC2=O)N2[C@@H](COCC2)C)C(F)(F)F